2-(difluoromethoxy)-4-[6-[2-[2-(dimethylamino)-2-oxo-ethoxy]-1,1-dimethylethyl]pyrazolo[1,5-a]pyridin-3-yl]-N-[(1R,2S)-2-fluorocyclopropyl]-6-methoxybenzamide FC(OC1=C(C(=O)N[C@H]2[C@H](C2)F)C(=CC(=C1)C=1C=NN2C1C=CC(=C2)C(COCC(=O)N(C)C)(C)C)OC)F